N-(2,3-dihydroxypropyl)-3-hydroxyazetidine-3-carboxamide OC(CNC(=O)C1(CNC1)O)CO